NC=1C=2N(C=CN1)C(=NC2Cl)C(C)C=2C(=C(C(=C(C2)Cl)F)C2CC(NC2)=O)OC(C)C 4-(3-(1-(8-amino-1-chloroimidazo[1,5-a]pyrazin-3-yl)ethyl)-5-chloro-6-fluoro-2-isopropoxyphenyl)pyrrolidin-2-one